5-(2-(((2R,3R)-1,3-dihydroxybutan-2-yl)amino)-2-oxoacetyl)-N-(4-fluoro-3-methylphenyl)-1,2,4-trimethyl-1H-pyrrole-3-carboxamide OC[C@H]([C@@H](C)O)NC(C(=O)C1=C(C(=C(N1C)C)C(=O)NC1=CC(=C(C=C1)F)C)C)=O